C(C1=CC=CC=C1)N1C=NC2=CC=C(C=C2C1=O)C=1C=CC(=NC1)NC(=O)NC=1C=C(C=CC1)C 1-(5-(3-Benzyl-4-oxo-3,4-dihydroquinazolin-6-yl)pyridin-2-yl)-3-(m-tolyl)urea